2-(2-((7-bromobenzofuran-5-yl)methoxy)-4-(trifluoromethoxy)phenyl)acetic acid ethyl ester C(C)OC(CC1=C(C=C(C=C1)OC(F)(F)F)OCC=1C=C(C2=C(C=CO2)C1)Br)=O